N1(CCNCCC1)C=1C=CC=2N(C(C=C(N2)C2=NN3C(C(=NC(=C3)C)C)=C2)=O)C1 7-(1,4-diazepan-1-yl)-2-(4,6-dimethylpyrazolo[1,5-a]pyrazin-2-yl)-4H-pyrido[1,2-a]pyrimidin-4-one